NC1=NN2C(N=C(C=C2)NC2CNCCC2)=C1 amino-5-((piperidin-3-yl)amino)pyrazolo[1,5-a]pyrimidine